N-((R)-1-(3-(difluoromethyl)-2-fluorophenyl)ethyl)-4-(((1R,5S,6s)-3-methyl-3-azabicyclo[3.1.0]hexan-6-yl)amino)-1-((1S,2R)-2-methylcyclopropyl)-6-oxo-1,6-dihydropyridine-3-carboxamide FC(C=1C(=C(C=CC1)[C@@H](C)NC(=O)C1=CN(C(C=C1NC1[C@@H]2CN(C[C@H]12)C)=O)[C@@H]1[C@@H](C1)C)F)F